[As].[U] uranium arsenic